C1(=CC(=CC=C1)C[C@@H]1N(CC[C@@H]1NS(=O)(=O)C(F)F)C(C(C)C)=O)C1=CC=CC=C1 N-(cis-2-(biphenyl-3-ylmethyl)-1-isobutyrylpyrrolidin-3-yl)-1,1-difluoromethanesulfonamide